[Cl-].C(CCCCCCCCCCCCCCC)N1C(=[N+](C=C1)CC1=CC=CC=C1)C 1-hexadecyl-2-methyl-3-benzylimidazolium chloride